O1C(=CC=C1)C=1C=C(C(=NC1)OC)NC1=NC=NC2=CC(=C(C=C12)OC1CCN(CC1)C(C=C)=O)OC 1-(4-((4-((5-(furan-2-yl)-2-methoxypyridin-3-yl)amino)-7-methoxyquinazolin-6-yl)oxy)piperidine-1-yl)prop-2-en-1-one